OC1=CC(NC2=CN=CC=C12)=O 4-Hydroxy-1,7-naphthyridin-2(1H)-one